C(C)(C)(C)C1=CN=C(S1)NC(NC1=C(C=C(OC2=CC(=NC=C2)NC(OCC)=O)C=C1)SC)=O ethyl (4-(4-(3-(5-(tert-butyl)thiazol-2-yl)ureido)-3-(methylthio)phenoxy)pyridin-2-yl)carbamate